N-(aminocarbonyl)-γ-aminopropyltriethoxysilane NC(=O)NCCC[Si](OCC)(OCC)OCC